2-(2-acetoxyethyl)cyclohexanone C(C)(=O)OCCC1C(CCCC1)=O